2-{(3bR,4aR)-3-[4-(azetidin-1-yl)piperidine-1-carbonyl]-3b,4,4a,5-tetrahydro-1H-cyclopropa[3,4]cyclopenta[1,2-c]pyrazol-1-yl}-1-[4-(2,3-dimethylphenyl)piperazin-1-yl]ethan-1-one N1(CCC1)C1CCN(CC1)C(=O)C=1C2=C(N(N1)CC(=O)N1CCN(CC1)C1=C(C(=CC=C1)C)C)C[C@@H]1[C@H]2C1